FC(C1=NN=C(O1)C1=CN=C(S1)CN(C(C=CN1CCOCC1)=O)C=1C=NC=CC1)F N-({5-[5-(difluoromethyl)-1,3,4-oxadiazol-2-yl]-1,3-thiazol-2-yl}methyl)-3-(morpholin-4-yl)-N-(pyridin-3-yl)acrylamide